N1CCC(CC1)N1CC2(NC3=C(N=NC(=C3)C3=C(C=CC=C3)O)NC2)CCC1 2-(1-(piperidine-4-yl)-7',8'-dihydro-5'H-spiro[piperidine-3,6'-pyrazino[2,3-c]pyridazin]-3'-yl)phenol